[Br-].BrC(CC=CCC=CCC)[P+](C1=CC=CC=C1)(C1=CC=CC=C1)C1=CC=CC=C1 1-bromo-3,6-nonadienyl-triphenyl-phosphonium bromide